FC=1C(=CC(=NC1)OC)C1=CC(=NN1)C(=O)N1[C@H]2CC([C@@H](C1)C2)C(=O)NC2CCC(CC2)(C(F)(F)F)O (1R,4S)-2-[5-(5-fluoro-2-methoxypyridin-4-yl)-1H-pyrazole-3-carbonyl]-N-[(1r,4r)-4-hydroxy-4-(trifluoromethyl)cyclohexyl]-2-azabicyclo[2.2.1]heptane-5-carboxamide